2-[(6-{[({3-fluorobicyclo[1.1.1]pentan-1-yl}methyl)amino]methyl}imidazo[1,2-a]pyridin-2-yl)methyl]-5-{6-oxa-2-azaspiro[3.5]nonan-2-yl}-1,2-dihydro-2,7-naphthyridin-1-one FC12CC(C1)(C2)CNCC=2C=CC=1N(C2)C=C(N1)CN1C(C2=CN=CC(=C2C=C1)N1CC2(C1)COCCC2)=O